C(C(=O)O)(=O)O.C12OCC(NC1)CC2.C21OCC(NC2)CC1 2-oxa-5-azabicyclo[2.2.2]octane hemioxalate